FC=1C=C(C=CC1OC1=C(C=NC=C1)C1=NC(=NC=C1)N[C@@H]1CNCCC1)NS(=O)(=O)C1=C(C=CC=C1)Cl N-[3-Fluoro-4-[[3-[2-[[(3S)-3-piperidyl]amino]pyrimidin-4-yl]-4-pyridyl]oxy]phenyl]2-chlorobenzenesulfonamide